2-(5-methoxy-4-methyl-1H-indol-3-yl)-N,N-dimethylethan-1-amine COC=1C(=C2C(=CNC2=CC1)CCN(C)C)C